4-CHLORO-2-CYCLOPENTYLPHENOL ClC1=CC(=C(C=C1)O)C1CCCC1